5-chloro-N-(2-((2R,6R)-2,6-dimethylmorpholinyl)-5-fluoropyrimidin-4-yl)pyridazin-3-amine ClC=1C=C(N=NC1)NC1=NC(=NC=C1F)N1C[C@H](O[C@@H](C1)C)C